1-thieno[2,3-c]Pyridin-7-yl-piperidine-3-carboxamide S1C=CC=2C1=C(N=CC2)N2CC(CCC2)C(=O)N